BrC=1C=C2C(=CC1)C(N(CC21C(C1)(F)F)CC(=O)NC1=NC=C2C(=N1)NN=C2)=O 2-(6-bromo-1',1'-difluoro-1-oxospiro[3H-isoquinoline-4,2'-cyclopropane]-2-yl)-N-(1H-pyrazolo[3,4-d]pyrimidin-6-yl)acetamide